COC=1C(=CC2=C(N=C(S2)C2CCC(CC2)C(=O)O)C1)N1C(C2=CC=CC=C2C=C1)=O (1R,4R)-4-(5-Methoxy-6-(1-oxoisoquinolin-2(1H)-yl)benzo[d]thiazol-2-yl)cyclohexaneCarboxylic Acid